N1(CCCC1)C(=CCC)N1CCCC1 BIS(PYRROLIDINO)BUTANEEN